CC(C(N)N)C 2-methylpropanediamine